FC1(C(C(C(C1(F)F)(F)F)(F)F)(F)F)C(F)(F)F perfluoromethylcyclopentane